N1C(=CC=C1)C(C1=C(C=C(C=C1C)C)C)C=1NC=CC1 2-(dipyrrol-2-yl)methyl-mesitylene